6-chloro-4-[4-[(1S)-1-(5-chloro-2-pyridyl)ethyl]-4-hydroxy-1-piperidyl]-1-methyl-2-oxo-1,5-naphthyridine-3-carbonitrile ClC=1N=C2C(=C(C(N(C2=CC1)C)=O)C#N)N1CCC(CC1)(O)[C@@H](C)C1=NC=C(C=C1)Cl